C(=O)(O)CN[C@@H](CCCCN)C(=O)O[2H] carboxymethyl-lysine-d